Dec-3-en-4-ylcarbonate CCC=C(CCCCCC)OC([O-])=O